5-methoxy-2-nitropyridin-3-ol COC=1C=C(C(=NC1)[N+](=O)[O-])O